CC1=C(CNC(OC(C)(C)C)=O)C=CC(=C1)C=1N=C2SC3=C(N2C1)C=CC(=C3)C(NCCCN3CCCCC3)=O tert-butyl (2-methyl-4-(7-((3-(piperidin-1-yl)propyl)carbamoyl)benzo[d]imidazo[2,1-b]thiazol-2-yl)benzyl)carbamate